CC1(N(CCC1)C=1C=C2C(=CC=NC2=CC1)C(=O)OC(C)(C)C)C tert-butyl 6-(2,2-dimethylpyrrolidin-1-yl)quinoline-4-carboxylate